(2-((5-Chloro-2-((4-(2-(dimethylamino)-7-azaspiro[3.5]non-7-yl)-2-methoxy-5-methylphenyl)amino)pyrimidin-4-yl)amino)-4,5-dimethylphenyl)dimethylphosphine oxide ClC=1C(=NC(=NC1)NC1=C(C=C(C(=C1)C)N1CCC2(CC(C2)N(C)C)CC1)OC)NC1=C(C=C(C(=C1)C)C)P(C)(C)=O